5-[(rac)-6,7-dihydrospiro[pyrazolo[5,1-c][1,4]oxazine-4,3'-pyrrolidin]-2-yl]-3-(trifluoromethyl)pyridin-2-amine N1C[C@@]2(CC1)OCCN1C2=CC(=N1)C=1C=C(C(=NC1)N)C(F)(F)F |r|